BrC1=C(C(=O)O)C=C(C=C1I)C 2-bromo-3-iodo-5-methylbenzoic acid